(±)-trans-N-[8-amino-6-(4-methylisothiazol-5-yl)-3-isoquinolyl]-2-cyano-cyclopropanecarboxamide NC=1C=C(C=C2C=C(N=CC12)NC(=O)[C@H]1[C@@H](C1)C#N)C1=C(C=NS1)C |r|